C(C(=C)C)(=O)O.CC=1OC=CC1 methyl-furan methacrylate